1-(1-methylethyl)-N-(4-piperazin-1-yl-6-pyrrolidin-1-ylpyrimidin-2-yl)-1H-pyrazolo[4,3-c]pyridin-6-amine hydrochloride Cl.CC(C)N1N=CC=2C=NC(=CC21)NC2=NC(=CC(=N2)N2CCNCC2)N2CCCC2